C(C)[C@H]1[C@H](NC([C@@H]1OC)=O)COC1=NC=CC2=CC(=C(C=C12)OC)C(=O)N 1-{[(2s,3s,4r)-3-ethyl-4-methoxy-5-oxopyrrolidin-2-yl]methoxy}-7-methoxyisoquinoline-6-carboxamide